7-Bromo-N-(3-hydroxyphenyl)-5-oxo-1-thioxo-4,5-dihydro-1H-thiazolo[3,4-a]quinazoline-3-carboxamid BrC=1C=C2C(NC=3N(C2=CC1)C(SC3C(=O)NC3=CC(=CC=C3)O)=S)=O